COC1=C(C=O)C=C(C=C1)[2H] 2-methoxybenzaldehyde-5-d